6-(2-(6-nitrobenzothiazol-2-yl)vinyl)naphthalene [N+](=O)([O-])C1=CC2=C(N=C(S2)C=CC=2C=C3C=CC=CC3=CC2)C=C1